3-chloro-2-(3-methoxy-4-methyl-phenoxy)-5-nitro-pyridine ClC=1C(=NC=C(C1)[N+](=O)[O-])OC1=CC(=C(C=C1)C)OC